ethyl 4-(4-hydroxybut-1-ynyl)-2,6-dimethyl-7-oxo-1H-pyrrolo[2,3-c]pyridine-3-carboxylate OCCC#CC=1C2=C(C(N(C1)C)=O)NC(=C2C(=O)OCC)C